2,6-pyrazinedicarboxylic acid N1=C(C=NC=C1C(=O)O)C(=O)O